O1CCOC2=C1C=CC=C2 benzo-1,4-dioxan